COC=1C=C2CCN3[C@@H](C2=CC1OC)C[C@H]([C@@H](C3)CC(C)C)COC(CC(CC(=O)O)(C)C)=O 5-{[(2R,3S,11bR)-9,10-dimethoxy-3-(2-methylpropyl)-1H,2H,3H,4H,6H,7H,11bH-pyrido[2,1-a]isoquinolin-2-yl]methoxy}-3,3-dimethyl-5-oxopentanoic acid